N-(4-cyclobutyl-3-((3,3-difluorocyclobutyl)methyl)-1-methyl-1H-pyrazol-5-yl)-3-methylbutanamide C1(CCC1)C=1C(=NN(C1NC(CC(C)C)=O)C)CC1CC(C1)(F)F